O=C(\C=C\C1=CC=C(C=C1)O)N1CCCCC1 1-[1-oxo-3-(4-hydroxyphenyl)-2E-propenyl]-piperidine